NNC1=CC(=CC=C1)C(=O)N aminoaniline-3-Amide